(1-benzylpiperidin-4-yl)methyl (S)-2-(3-(2-((2-((tert-butoxycarbonyl)amino)ethyl)amino)-2-oxoethoxy)phenyl)-2-hydroxy-2-phenylacetate C(C)(C)(C)OC(=O)NCCNC(COC=1C=C(C=CC1)[C@](C(=O)OCC1CCN(CC1)CC1=CC=CC=C1)(C1=CC=CC=C1)O)=O